6-(4-chlorophenyl)-4-(2-hydroxyphenyl)-1-mesityl-3-(4-nitrophenyl)-5,6-dihydro-1H-pyrrolo[3,4-b]pyridine-2,7-dione ClC1=CC=C(C=C1)N1C(C=2N(C(C(=C(C2C1)C1=C(C=CC=C1)O)C1=CC=C(C=C1)[N+](=O)[O-])=O)C1=C(C=C(C=C1C)C)C)=O